[N+](=O)([O-])[O-].[Ir+3].[N+](=O)([O-])[O-].[N+](=O)([O-])[O-] Iridium nitrat